(S)-(3-amino-6-(5-pyrimidinyl)thieno[2,3-b]pyridin-2-yl)(3,3-difluorocyclobutyl)methanol NC1=C(SC2=NC(=CC=C21)C=2C=NC=NC2)[C@@H](O)C2CC(C2)(F)F